ClC1=C(C=C(C(=C1)B(O)O)F)C1=CC=CC=C1 (2-chloro-5-fluoro-[1,1'-biphenyl]-4-yl)boronic acid